C(C1(C=NNC(O1)=O)[2H])([2H])([2H])[2H] 6-(methyl-d3)-3,6-dihydro-2H-1,3,4-oxadiazin-2-one-6-d